FC(C=1C=C(C(=O)NC(C)C=2C(=NC=CN2)C(=O)NC2COC2)C=C(C1)C(F)(F)F)(F)F 3-[1-[[3,5-bis(trifluoromethyl)benzoyl]amino]ethyl]-N-(oxetan-3-yl)pyrazine-2-carboxamide